(furan-3-yl)methanol O1C=C(C=C1)CO